C(C1=CC=CC=C1)ON=CCC1CCOCC1 2-(tetrahydro-2H-pyran-4-yl)acetaldehyde O-benzyl oxime